ClC=1C=NN(C1C1=NN2C(N(C(CC2)=O)CC2=CC=C(C=C2)C=2N(C=C(N2)C(F)(F)F)CC)=C1)C(CO)C 2-(4-chloro-1-(1-hydroxypropan-2-yl)-1H-pyrazol-5-yl)-4-(4-(1-ethyl-4-(trifluoromethyl)-1H-imidazol-2-yl)benzyl)-6,7-dihydropyrazolo[1,5-a]pyrimidin-5(4H)-one